1-iodo-2-isopropylbenzene IC1=C(C=CC=C1)C(C)C